FC(S(=O)(=O)OC1=C(OC2(COC2)C1)C(=O)OCC)(F)F ethyl 7-(((trifluoromethyl) sulfonyl) oxy)-2,5-dioxaspiro[3.4]oct-6-ene-6-carboxylate